tert-butyl 4-((4-(3-(2,6-dioxopiperidin-3-yl)-1-methyl-1H-indazol-6-yl)piperidin-1-yl) methyl)piperidine-1-carboxylate O=C1NC(CCC1C1=NN(C2=CC(=CC=C12)C1CCN(CC1)CC1CCN(CC1)C(=O)OC(C)(C)C)C)=O